N-(3-(2-amino-6-(3-fluoro-4-(pyridin-2-yloxy)phenyl)quinazolin-8-yl)phenyl)acrylamide NC1=NC2=C(C=C(C=C2C=N1)C1=CC(=C(C=C1)OC1=NC=CC=C1)F)C=1C=C(C=CC1)NC(C=C)=O